(S)-N-(5-(5-(2-((tert-butyldiphenylsilyl)oxy)-3,3-difluoropropyl)-1,2,4-oxadiazol-3-yl)-2-methylphenyl)-7-(1-methyl-1H-pyrazol-3-yl)imidazo[1,2-a]pyridine-3-carboxamide [Si](C1=CC=CC=C1)(C1=CC=CC=C1)(C(C)(C)C)O[C@@H](CC1=NC(=NO1)C=1C=CC(=C(C1)NC(=O)C1=CN=C2N1C=CC(=C2)C2=NN(C=C2)C)C)C(F)F